N-(beta-aminopropyl)aminopropyl-trimethoxysilane NC(CNCCC[Si](OC)(OC)OC)C